ClC=1C(=CC2=C(N=C3C(NC(N=C3N2CCOC2=CC=C(C=C2)C)=O)=O)C1)CC 7-chloro-8-ethyl-10-(2-(p-tolyloxy)ethyl)benzo[g]pteridine-2,4(3H,10H)-dione